ClC=1C=C(NC2(CCC3(C(=CC4=CC=5OCCCOC5C=C34)C[C@H](COCC3=CC=C(C=C3)OC)C)CC2)C(=O)OC)C=CC1 methyl (1r,4R)-4-(3-chloroanilino)-8'-{(2R)-3-[(4-methoxyphenyl)methoxy]-2-methylpropyl}-3',4'-dihydro-2'H-spiro[cyclohexane-1,7'-indeno[5,6-b][1,4]dioxepine]-4-carboxylate